[O-]S(=O)(=O)C(F)(F)F.O=[N+]=O nitronium triflate